tert-butyl (1R,5S,6r)-6-(2-pyridinylcarbonyl)-3-azabicyclo[3.1.0]hexane-3-carboxylate N1=C(C=CC=C1)C(=O)C1[C@H]2CN(C[C@@H]12)C(=O)OC(C)(C)C